FC([C@@H]1CC[C@H](CC1)OC1=C2C=C(C=NC2=CC=C1)NC(C=C)=O)(F)F N-(5-((trans-4-(Trifluoromethyl)cyclohexyl)oxy)quinolin-3-yl)acrylamide